ClC=1C=CC2=C(N3C(OC4=C2C=2C=CC=CC2C=C4)C(C(N3)=O)(C)C)C1 13-Chloro-8,8-dimethyl-7a,8-dihydrobenzo[d]naphtho[1,2-f]pyrazolo[5,1-b][1,3]oxazepin-9(10H)-one